6-ethoxy-4-(6-(4-((6-(2-hydroxyethoxy)pyridin-3-yl)oxy)piperidin-1-yl)pyridin-3-yl)pyrazolo[1,5-a]pyridine-3-carbonitrile C(C)OC=1C=C(C=2N(C1)N=CC2C#N)C=2C=NC(=CC2)N2CCC(CC2)OC=2C=NC(=CC2)OCCO